(R)-8-cyclopropyl-3-(4-methoxyphenyl)-6-nitro-2-(pyrrolidin-2-yl)quinazolin-4(3H)-one C1(CC1)C=1C=C(C=C2C(N(C(=NC12)[C@@H]1NCCC1)C1=CC=C(C=C1)OC)=O)[N+](=O)[O-]